CON(C(=O)C=1C2=C(N=CC1)NN=C2)C N-methoxy-N-methyl-1H-pyrazolo[3,4-b]pyridine-4-carboxamide